C(CCCC)S n-pentanethiol